C(C)(C)(C)N1N=C(C=C1NC(OCC1=CC=CC=C1)=O)C1CCC(CC1)OC(NC(C)C)=O benzyl (1-(tert-butyl)-3-((1s,4s)-4-((isopropylcarbamoyl)oxy)cyclohexyl)-1H-pyrazol-5-yl)carbamate